ClC=1C=C(C(=NC1)OC1=CC=C(C=C1)N1N=C(N=N1)CO)F (2-(4-((5-chloro-3-fluoropyridin-2-yl)oxy)phenyl)-2H-tetrazol-5-yl)methanol